5-bromo-3-(1-methyl-1,2,3,6-tetrahydropyridin-4-yl)-1H-pyrrolo[2,3-c]pyridine BrC=1C=C2C(=CN1)NC=C2C=2CCN(CC2)C